CC1=C(C=NC=C1)C=1SC2=C(N1)C=CC(=C2)C(=O)N[C@H]2CCCC1=CC=CC=C21 (S)-2-(4-methylpyridin-3-yl)-N-(1,2,3,4-tetrahydronaphthalen-1-yl)benzo[d]thiazole-6-carboxamide